Cl.N[C@@H](C(C)C)C(=O)OCC[C@@H](C1=CC=C(C=C1)F)NC(=O)[C@@H]1SCCN1S(=O)(=O)C1=CC=C(C=C1)C1=CC=CC=C1 (3S)-3-({[(2S)-3-(biphenyl-4-ylsulfonyl)-1,3-thiazolidin-2-yl]carbonyl}-amino)-3-(4-fluorophenyl)propyl L-valinate hydrochloride